octahydro-4H-inden C1CCC2CCCCC12